indolpropionic acid N1C(=CC2=CC=CC=C12)CCC(=O)O